4-(2-acetyl-6,9-dioxo-5-(4-(trifluoromethyl)benzyl)-2,5,8-triazaspiro[3.5]non-8-yl)-3-fluorobenzonitrile C(C)(=O)N1CC2(C1)N(C(CN(C2=O)C2=C(C=C(C#N)C=C2)F)=O)CC2=CC=C(C=C2)C(F)(F)F